(R)-1-(2,2-dimethoxyethyl)-N-(5-(5-ethyl-1,2,4-oxadiazol-3-yl)-2,3-dihydro-1H-inden-1-yl)-1H-pyrazole-4-carboxamide COC(CN1N=CC(=C1)C(=O)N[C@@H]1CCC2=CC(=CC=C12)C1=NOC(=N1)CC)OC